6,7-dimethoxy-9-(3-methylquinolin-6-yl)naphtho[2,3-c]furan-1(3H)-one COC1=CC2=CC3=C(C(OC3)=O)C(=C2C=C1OC)C=1C=C2C=C(C=NC2=CC1)C